NC(CC(=O)O)C(NC(C(=O)OC)CCC)=O 3-amino-3-[(1-methoxy-1-oxopent-2-yl)carbamoyl]propionic acid